1-O-(2,2,2-trifluoro-N-phenylethanimidoyl)-D-galactopyranose FC(C(=NC1=CC=CC=C1)OC1[C@H](O)[C@@H](O)[C@@H](O)[C@H](O1)CO)(F)F